COC(=O)N1CCC(CC1)C#CC1=CC2=C(N(C(N2C)=O)C2C(NC(CC2)=O)=O)C=C1 methyl-4-((1-(2,6-dioxopiperidin-3-yl)-3-methyl-2-oxo-2,3-dihydro-1H-benzo[d]imidazol-5-yl)ethynyl)piperidine-1-carboxylate